N-(2-methyl-8-(propan-2-yl)imidazo[1,2-b]pyridazin-7-yl)-N'-(6-(1-methyl-1H-pyrazol-4-yl)-5-(trifluoromethyl)pyridin-3-yl)urea CC=1N=C2N(N=CC(=C2C(C)C)NC(=O)NC=2C=NC(=C(C2)C(F)(F)F)C=2C=NN(C2)C)C1